O1CCOC12CCC(CC2)N(C2=C1CN(C(C1=CC=C2)=O)C2C(NC(CC2)=O)=O)CCC2(CC2)C(F)(F)F 3-(4-{1,4-dioxaspiro[4.5]decan-8-yl({2-[1-(trifluoromethyl)cyclopropyl]ethyl})amino}-1-oxo-3H-isoindol-2-yl)piperidine-2,6-dione